CN(C)CC1=C(C=CC(=N1)NC=1C=CC(=C2CNC(C12)=O)C1=CN=C2N1C=CC(=C2)F)[C@@]2(OCCC2)C (R)-7-((6-((dimethylamino)methyl)-5-(2-methyltetrahydrofuran-2-yl)pyridin-2-yl)amino)-4-(7-fluoroimidazo[1,2-a]pyridin-3-yl)isoindolin-1-one